C(C)(C)N1C(=NN=C1)C1=CC=CC(=N1)N1C=NC2=CC(=C(C=C2C1=O)[N+](=O)[O-])C 3-(6-(4-isopropyl-4H-1,2,4-triazol-3-yl)pyridin-2-yl)-7-methyl-6-nitroquinazolin-4(3H)-one